(1R,4S,5S)-3-benzyl-1-formyl-4-((methoxymethoxy)methyl)-3,8-diazabicyclo[3.2.1]octane-8-carboxylic acid tert-butyl ester C(C)(C)(C)OC(=O)N1[C@]2(CN([C@@H]([C@@H]1CC2)COCOC)CC2=CC=CC=C2)C=O